6-bromo-1,2,3,4-tetrahydro-1,1,4,4-tetramethyl-anthracene BrC=1C=C2C=C3C(CCC(C3=CC2=CC1)(C)C)(C)C